1-(4-cyclobutylphenyl)cyclohexane-1,4-diamine C1(CCC1)C1=CC=C(C=C1)C1(CCC(CC1)N)N